C1[C@@H](CCCCC)O1 (R)-1,2-epoxyheptane